NC1=CC=C(OC2=CC=C(C=C2)S(=O)C2=CC=C(C=C2)OC2=CC=C(C=C2)N)C=C1 bis[4-(4-aminophenoxy)phenyl]sulfoxide